C(C)N(S(=O)(=O)NC=1C(=C(C(=O)C2=CN(C3=NC=C(C=C32)C=3C=NC(=NC3)N3CCC(CC3)N3N=CC(=C3)N3CCC(CC3)C3=CC=C(C=C3)[N+](=O)[O-])C(C3=CC=CC=C3)(C3=CC=CC=C3)C3=CC=CC=C3)C(=CC1)F)F)C 3-[3-[[ethyl(methyl)sulfamoyl]amino]-2,6-difluoro-benzoyl]-5-[2-[4-[4-[4-(4-nitrophenyl)-1-piperidyl]pyrazol-1-yl]-1-piperidyl]pyrimidin-5-yl]-1-trityl-pyrrolo[2,3-b]pyridine